(±)-N-(4-(4-(2-amino-6-methylpyrimidin-4-yl)-1,4-oxazepan-3-yl)-3-chlorophenyl)-2,2-difluoroacetamide NC1=NC(=CC(=N1)N1[C@@H](COCCC1)C1=C(C=C(C=C1)NC(C(F)F)=O)Cl)C |r|